P1=CC=PC1=C 1,4-diphosphafulvene